(R)-6-(2-allyl-6-((4-(3,4-dimethylpiperazin-1-yl)phenyl)amino)-3-oxo-2,3-dihydro-1H-pyrazolo[3,4-d]pyrimidin-1-yl)pyridine-2-sulfonamide C(C=C)N1N(C2=NC(=NC=C2C1=O)NC1=CC=C(C=C1)N1C[C@H](N(CC1)C)C)C1=CC=CC(=N1)S(=O)(=O)N